B(O)(O)O.C(C)[SiH](CC)CC.C(C)[SiH](CC)CC.C(C)[SiH](CC)CC tris(triethyl-silane) borate